N1C(=NC2=C1C=CC=C2)CNC2=NC(=NC=1N2N=CC1C(C)C)N1CCN(CC1)C N-(1H-benzimidazol-2-ylmethyl)-2-(4-methylpiperazin-1-yl)-8-(propan-2-yl)pyrazolo[1,5-a][1,3,5]triazin-4-amine